Calcium bicyclo[2.2.1]heptan-2,3-dicarboxylat C12C(C(C(CC1)C2)C(=O)[O-])C(=O)[O-].[Ca+2]